7-((2S,5R)-2,5-diethyl-4-(1-(2-methylthiazolo[5,4-b]pyridin-5-yl)ethyl)piperazin-1-yl)-4-(methyl-d3)-2,4-dihydro-5H-pyrazolo[4,3-b]pyridin-5-one C(C)[C@@H]1N(C[C@H](N(C1)C(C)C1=CC=C2C(=N1)SC(=N2)C)CC)C=2C=1C(N(C(C2)=O)C([2H])([2H])[2H])=CNN1